FC1=C(C=CC=C1)C1=NN2C(N=C(C=C2)N2CCOCC2)=C1C(=O)N[C@@H]1C(NC2=C(C(=N1)C1=CC=CC=C1)C=CC=C2)=O 2-(2-Fluoro-phenyl)-5-(morpholin-4-yl)-N-[(3S)-2-oxo-5-phenyl-2,3-dihydro-1H-1,4-benzodiazepin-3-yl]pyrazolo[1,5-a]pyrimidine-3-carboxamide